ClC1=CC(=CC=2N(C(=NC21)CO)CC2=CN=CN2CC)C(=O)OC Methyl 4-chloro-1-((1-ethyl-1H-imidazol-5-yl)methyl)-2-(hydroxymethyl)-1H-benzo[d]imidazole-6-carboxylate